Cl.ClC=1C=CC(=C(C1)C1=CC(=C(N1C)C)C(=O)N(C1=CC=C(C=C1)O)C1=CC(=CC=C1)C#N)C(=O)N1CC2=CC=CC=C2C[C@H]1CN1CCOCC1 5-(5-Chloro-2-{[(3S)-3-(morpholin-4-ylmethyl)-3,4-dihydroisoquinolin-2(1H)-yl]carbonyl}phenyl)-N-(3-cyanophenyl)-N-(4-hydroxyphenyl)-1,2-dimethyl-1H-pyrrole-3-carboxamide hydrochloride